CN(C)CCN(C(OCCN(C(C#CC)(C)C)C)=O)C 2,5,10,11,11-pentamethyl-6-oxo-7-oxa-2,5,10-triazatetradec-12-yne